(7-(4-(4-(benzo[b]thiophen-4-yl)piperazin-1-yl)butoxy)quinolin-2-yloxy)methyl hexanoate C(CCCCC)(=O)OCOC1=NC2=CC(=CC=C2C=C1)OCCCCN1CCN(CC1)C1=CC=CC=2SC=CC21